OCC(C(=O)C1C(C=CC1C)=O)NC 3-Hydroxy-2-(methylamino)-1-(5-methyl-2-oxo-3-cyclopenten-1-yl)-1-propanone